N-(4-fluorophenyl)oxetan-3-carboxamide FC1=CC=C(C=C1)NC(=O)C1COC1